C1=CC=CC=2NC=3C=C4C(=CC3C(C12)=O)NC1=CC=CC=C1C4=O Quinolino[2,3-b]acridine-7,14(5H,12H)-dione